3-((4-((4-cyanophenyl)amino)-7-fluoroquinazolin-2-yl)thio)propanoic acid methyl ester COC(CCSC1=NC2=CC(=CC=C2C(=N1)NC1=CC=C(C=C1)C#N)F)=O